6-chloropyridazin-3-carbohydrazide ClC1=CC=C(N=N1)C(=O)NN